C(C)(=O)N1CC2(C1)OCC[C@@H](C2)N2CC1=C(C=C(C=C1CC2)C(=O)OC)F methyl 2-[(8S)-2-acetyl-5-oxa-2-azaspiro[3.5]nonan-8-yl]-8-fluoro-3,4-dihydro-1H-isoquinoline-6-carboxylate